(2R,4R)-1-(3-chloro-2-fluorobenzyl)-4-((4-ethyl-3-fluoro-5-methyl-6-((5-methyl-1H-pyrazol-3-yl)amino)pyridin-2-yl)methyl)-2-methylpiperidine-4-carboxylic acid ClC=1C(=C(CN2[C@@H](C[C@@](CC2)(C(=O)O)CC2=NC(=C(C(=C2F)CC)C)NC2=NNC(=C2)C)C)C=CC1)F